OB1OC2=C(C[C@@H]1NC(C(C1=CC=C(C=C1)P(=O)(O)O)NC(=O)N1C(N(CC1)C)=O)=O)C=CC=C2C(=O)O (3R)-2-hydroxy-3-(2-(3-methyl-2-oxoimidazolidine-1-carboxamido)-2-(4-phosphonophenyl)acetamido)-3,4-dihydro-2H-benzo[e][1,2]oxaborinine-8-carboxylic acid